1-formyl-2,4-dimethyl-benzene C(=O)C1=C(C=C(C=C1)C)C